17α-acetoxy-6-chloro-2-oxa-4,6-pregnadiene-3,15,20-trione C(C)(=O)O[C@]1(C(C)=O)CC([C@H]2[C@@H]3C=C(C4=CC(OC[C@]4(C)[C@H]3CC[C@]12C)=O)Cl)=O